4-[(5S)-5-(3,5-Dichloro-4-fluorophenyl)-4,5-dihydro-5-(trifluoromethyl)-3-isoxazolyl]-N-[(4R)-2-ethyl-3-oxo-4-isoxazolidinyl]-2-methyl-benzamid ClC=1C=C(C=C(C1F)Cl)[C@@]1(CC(=NO1)C1=CC(=C(C(=O)N[C@H]2C(N(OC2)CC)=O)C=C1)C)C(F)(F)F